(3-fluoro-5-(1-(6-iodopyridin-3-yl)-1H-pyrazol-4-yl)phenyl)methylamine hydrochloride Cl.FC=1C=C(C=C(C1)C=1C=NN(C1)C=1C=NC(=CC1)I)CN